C1(=CC=CC=C1)N1CSC2=C(C1=O)C=CC=C2 N-phenyl-2,3-dihydro-4H-1,3-benzothiazine-4-one